C(C)(=O)NCC1=CC=C(C=C1)C1=CC=C(C=C1)C[C@H](CC(NO)=O)N1N=NC(=C1)CNC(C1=CC=C(C=C1)F)=O (R)-N-(1-{1-[4'-(acetylamino-methyl)-biphenyl-4-ylmethyl]-2-hydroxycarbamoyl-ethyl}-1H-[1,2,3]triazol-4-ylmethyl)-4-fluoro-benzamide